1,3-dioxo-6-[(tert-butylperoxy)carbonyl]-1,3-dihydroisobenzofuran-5-carboxylic acid O=C1OC(C2=CC(=C(C=C12)C(=O)OOC(C)(C)C)C(=O)O)=O